(R)-1-((4-amino-3-fluorophenyl) amino)-1-oxobutan-2-yl triflate O(S(=O)(=O)C(F)(F)F)[C@@H](C(=O)NC1=CC(=C(C=C1)N)F)CC